2-((3-chloro-4-fluorophenyl)((3,3-difluorocyclobutyl)methoxy)methyl)-5-methyl-1H-imidazole-4-sulfonamide ClC=1C=C(C=CC1F)C(C=1NC(=C(N1)S(=O)(=O)N)C)OCC1CC(C1)(F)F